O1C(OCC1)C=1N=CC(=NC1OC)C=1C(=C(C=CC1)C1=C(C(=CC=C1)NC=1C2=C(N=C(N1)C(F)F)C=C(C=N2)CN2C[C@H](CC2)O)C)Cl (S)-1-((4-((3'-(5-(1,3-dioxolan-2-yl)-6-methoxypyrazin-2-yl)-2'-chloro-2-methyl-[1,1'-biphenyl]-3-yl)amino)-2-(difluoromethyl)pyrido[3,2-d]pyrimidin-7-yl)methyl)pyrrolidin-3-ol